CC(=CCC1=C(C=C(C(=C1O)C1=CNC=C1)CCCCC)O)CCC=C(C)C 2-(3,7-dimethylocta-2,6-dien-1-yl)-5-pentyl-4-(1H-pyrrol-3-yl)benzene-1,3-diol